FC(S(=O)(=O)OC1=CC(=CC2=CC=CC=C12)OCOC)(F)F 3-(methoxymethoxy)naphthalen-1-yl trifluoromethanesulfonate